IC=1C=CC(=NC1)OC1CN(CCC1)CC=CC(=O)N(C)C 4-(3-((5-iodopyridin-2-yl)oxy)piperidin-1-yl)-N,N-dimethylbut-2-enamide